2-(p-(α-(p-methoxyphenyl)styryl)phenoxy)triethylamine citrate monohydrate CCN(CC)CCOC1=CC=C(C=C1)/C(=C/C2=CC=CC=C2)/C3=CC=C(C=C3)OC.C(C(=O)O)C(CC(=O)O)(C(=O)O)O